C(C)OC([C@H](C)N(C)C(=O)N1C(N(C2=NC(=NC(=C12)N)NS(=O)(=O)CCC)CC1=CC=CC=C1)=O)=O (2S)-2-[[6-amino-9-benzyl-8-oxo-2-(propylsulfonylamino)purine-7-carbonyl]-methyl-amino]propionic acid ethyl ester